(E)-3-hydroxy-6-((4-(pyrimidin-2-yl)piperazin-1-yl)methyl)pyridineformaldoxime OC=1C(=NC(=CC1)CN1CCN(CC1)C1=NC=CC=N1)\C=N\O